1-Fluoro-4-nitro-benzene FC1=CC=C(C=C1)[N+](=O)[O-]